3-cyclopropyl-4-({3-fluoro-5-[(1-methylcyclopropyl)carbamoyl]phenyl}amino)-N-[(2Z)-imidazolidin-2-ylidene]benzamide 6-methyl-3,4-epoxy-cyclohexancarboxylat CC1CC2C(CC1C(=O)O)O2.C2(CC2)C=2C=C(C(=O)N=C1NCCN1)C=CC2NC2=CC(=CC(=C2)C(NC2(CC2)C)=O)F